C(#N)N=C(NCCCCCCC1CN(CC1)C(=O)C1SCCC1)NC=1C=NC=CC1 2-cyano-1-(6-(1-(2-tetrahydrothienylformyl)pyrrolidine-3-yl)hexyl)-3-(3-pyridinyl)guanidine